(2E)-3-(5,6-dichloro-1H-1,3-benzodiazol-2-yl)-N,N-bis(propan-2-yl)prop-2-enamide ClC1=CC2=C(NC(=N2)/C=C/C(=O)N(C(C)C)C(C)C)C=C1Cl